FC(COC=1C=C(C(=NC1)NS(=O)(=O)C1=CNC2=C(C(=CC=C12)C(F)F)F)F)F N-[5-(2,2-Difluoroethoxy)-3-fluoropyridin-2-yl]-6-(difluoromethyl)-7-fluoro-1H-indol-3-sulfonamid